N-(1-(1-(6,6-dimethyl-7-oxo-7,8-dihydro-6H-pyrimido[5,4-b][1,4]oxazin-4-yl)piperidin-4-yl)ethyl)sulfamide hydrochloride Cl.CC1(C(NC2=C(O1)C(=NC=N2)N2CCC(CC2)C(C)NS(=O)(=O)N)=O)C